pyrimidin-2-ylmethyl methane-sulfonate CS(=O)(=O)OCC1=NC=CC=N1